N(=[N+]=[N-])[C@H]1C[C@@H](O[C@@H]1CO)N1C(NC(C(=C1)C)=O)=O 1-((2R,4S,5S)-4-azido-5-(hydroxymethyl)tetrahydrofuran-2-yl)-5-methylpyrimidine-2,4(1H,3H)-dione